N-methyl-N-(5-fluoro-2-(4-methyl-3,4-dihydro-2H-benzo[b][1,4]oxazin-6-ylamino)pyrimidin-4-yl)aminophenylacrylamide CN(C(C(=C)C1=CC=CC=C1)=O)NC1=NC(=NC=C1F)NC1=CC2=C(OCCN2C)C=C1